CC1N(C1)CCC(=O)OCC(COC(CCN1C(C1)C)=O)(CC(CCN1C(C1)C)=O)CC 2-ethyl-2-[[3-(2-methylaziridin-1-yl)propionyl]methyl]propane-1,3-diyl bis(2-methylaziridin-1-propionate)